ClC=1N=NC(=C(C1N)[N+](=O)[O-])Cl 3,6-dichloro-5-nitropyridazin-4-amine